heptyl (3S)-1-[(2R)-2-[4-(2-chloro-4-fluoro-phenyl)-2-oxo-chromen-7-yl]oxypropanoyl]piperidine-3-carboxylate ClC1=C(C=CC(=C1)F)C1=CC(OC2=CC(=CC=C12)O[C@@H](C(=O)N1C[C@H](CCC1)C(=O)OCCCCCCC)C)=O